C(C)C=1C=CC(=NC1)C1=CC=CC=C1 5-ethyl-2-phenyl-pyridine